C1(=CC=CC=C1)C1=CC=C(C=C1)C(C(=O)OC)=C alpha-4-phenylphenylacrylic acid, monomethyl ester